BrC=1C=CC2=C(N(C=N2)C2=CC=C(C(=N2)C=2C(=NNC2C)C#N)C2OCCC2)C1 6-(6-bromobenzimidazol-1-yl)-3-tetrahydrofuran-2-yl-2-pyridyl-5-methyl-pyrazole-3-carbonitrile